C(C)(CC)O[Al](OC(C)C)OC(C)C s-butoxy(diisopropoxy)aluminum